1-[(3R)-1-(1,4-dioxaspiro[4.5]decan-8-yl)-3-piperidyl]-3-(4-phenoxyphenyl)pyrazolo[3,4-d]pyrimidin-4-amine O1CCOC12CCC(CC2)N2C[C@@H](CCC2)N2N=C(C=1C2=NC=NC1N)C1=CC=C(C=C1)OC1=CC=CC=C1